5-fluorobenzamide-2,6-d2 FC1=CC=C(C(C(=O)N)=C1[2H])[2H]